COC1=NC(=NC=C1C(NC=1N=CC=2N(C1)C=C(N2)C)=O)NC2CCN(CC2)C(=O)OC(C)(C)C tert-butyl 4-((4-methoxy-5-((2-methylimidazo[1,2-a]pyrazin-6-yl)carbamoyl)pyrimidin-2-yl)amino)piperidine-1-carboxylate